7-chloro-4-(1-(5-(((2-chlorophenyl)amino)methyl)pyrimidin-2-yl)piperidin-4-yl)-1-methyl-1,4-dihydropyrido[2,3-b]pyrazine-2,3-dione ClC1=CC2=C(N(C(C(N2C)=O)=O)C2CCN(CC2)C2=NC=C(C=N2)CNC2=C(C=CC=C2)Cl)N=C1